C(C1=CC=CC=C1)N1C(C(CC1=O)CC)C(C(C#N)=S1CCCC1)=O 3-(1-Benzyl-3-ethyl-5-oxopyrrolidin-2-yl)-3-oxo-2-(1λ4-thiolan-1-ylidene)propanenitrile